FC1(C2CN(CC12)C1=CC(=C(C=N1)C1CN(CC1)C(C=C)=O)C1=NN(C=C1)C)F 1-(3-(6-(6,6-difluoro-3-azabicyclo[3.1.0]hexan-3-yl)-4-(1-methyl-1H-pyrazol-3-yl)pyridin-3-yl)pyrrolidin-1-yl)prop-2-en-1-one